3-Cyano-2-fluoro-N-(3-(isoxazol-4-yl)-1H-indazol-5-yl)-6-methylbenzamide C(#N)C=1C(=C(C(=O)NC=2C=C3C(=NNC3=CC2)C=2C=NOC2)C(=CC1)C)F